BrC1=NC=C(C=C1)C1=NC(=C(C(=N1)SC1=CC=C(C=C1)C)C(F)(F)F)OC 2-(2-bromo-5-pyridinyl)-6-methoxy-4-[(4-methylphenyl)thio]-5-trifluoromethylpyrimidine